6-Ethylsulfanyl-N-[(4-fluorophenyl)-methyl]-4-methyl-[1,7]naphthyridine-3-carboxylic acid amide C(C)SC=1C=C2C(=C(C=NC2=CN1)C(=O)NCC1=CC=C(C=C1)F)C